(R)-1-(5-((3-(methoxymethyl)-4-methylpiperazin-1-yl)methyl)benzo[d]isoxazol-3-yl)dihydropyrimidine-2,4(1H,3H)-dione COC[C@H]1CN(CCN1C)CC=1C=CC2=C(C(=NO2)N2C(NC(CC2)=O)=O)C1